FC1(CCC2=C1N=C(N=C2N2CCNCC2)N2C(CC2)C)F 7,7-difluoro-2-(2-methylazetidin-1-yl)-4-(piperazin-1-yl)-6,7-diHydro-5H-cyclopenta[d]pyrimidine